C(CCCCCCC\C=C/CCCCCCCC)NC(CCCCCCCCCCCCCCCCC)=O N-oleyl-stearic acid amid